ClC1=NN(C(C=2C1=CN(C(C2)=O)C2(CN(C2)C(=O)OC(C)(C)C)C)=O)C tert-butyl 3-(4-chloro-2-methyl-1,7-dioxo-1,2-dihydropyrido[3,4-d]pyridazin-6(7H)-yl)-3-methylazetidine-1-carboxylate